2-(4-(4-(4'-chloro-5'-oxo-5'H-spiro[cyclohexane-1,7'-indolo[1,2-a]quinazolin]-10'-yl)piperidin-1-yl)cyclohexyl)acetaldehyde ClC=1C=2C(N=C3N(C2C=CC1)C1=CC(=CC=C1C31CCCCC1)C1CCN(CC1)C1CCC(CC1)CC=O)=O